NC1=NNC2=NC=NC(=C21)C2=CC(=C(C=C2)NS(=O)(=O)C(F)F)OCC2=CC=C(C=C2)F N-(4-(3-Amino-1H-pyrazolo[3,4-d]pyrimidin-4-yl)-2-((4-fluorophenyl)methoxy)phenyl)-1,1-difluoromethanesulfonamide